(2S,3R,4S)-1-(bicyclo[1.1.1]pentane-1-carbonyl-4-fluoro-2-[(2,2',3'-trifluoro[1,1'-biphenyl]-3-yl)methyl]pyrrolidin-3-yl)-methanesulfonamide C12(CC(C1)C2)C(=O)N2[C@H]([C@H]([C@@H](C2)F)CS(=O)(=O)N)CC=2C(=C(C=CC2)C2=C(C(=CC=C2)F)F)F